10,10-bis(4-pyridylmethyl)-9(10H)-anthrone N1=CC=C(C=C1)CC1(C=2C=CC=CC2C(C2=CC=CC=C12)=O)CC1=CC=NC=C1